O=C1C(=NN(C2=CC=CC(=C12)N1N=CC(=N1)C(F)(F)F)C1=CC=C(C=C1)OC(F)(F)F)C(=O)O 4-oxo-1-[4-(trifluoromethoxy)phenyl]-5-[4-(trifluoromethyl)triazol-2-yl]cinnoline-3-carboxylic acid